N-(3-(1,1-difluoropropyl)phenyl)-3-methyl-1-(3-methyl-1H-indol-6-yl)-5-oxo-4,5-dihydro-1H-pyrazole-4-carboxamide FC(CC)(F)C=1C=C(C=CC1)NC(=O)C1C(=NN(C1=O)C1=CC=C2C(=CNC2=C1)C)C